t-Butyl (3R)-3-[4-[3-cyano-4-(trifluoromethylsulfonyloxy) pyrazolo[1,5-a]pyridin-6-yl]-5-methyl-pyrazol-1-yl]pyrrolidine-1-carboxylate C(#N)C=1C=NN2C1C(=CC(=C2)C=2C=NN(C2C)[C@H]2CN(CC2)C(=O)OC(C)(C)C)OS(=O)(=O)C(F)(F)F